FC=1C=C(C=CC1F)N1C=CC2=CC=C(C=C12)C1=C(NN=N1)C#N 5-[1-(3,4-difluoro-phenyl)-1H-indol-6-yl]-3H-[1,2,3]triazole-4-carbonitrile